C(C1=CC=CC=C1)(=O)O[C@@H]1[C@](O[C@H](C1)N1C(NC(C(=C1)F)=O)=O)(COC(C1=CC=CC=C1)=O)N=[N+]=[N-] (2R,3S,5R)-2-azido-2-((benzoyloxy)methyl)-5-(5-fluoro-2,4-dioxo-3,4-dihydropyrimidin-1(2H)-yl)tetrahydrofuran-3-yl benzoate